BrC=1C=CC(=C(C1)NCCCO)[N+](=O)[O-] 3-((5-bromo-2-nitrophenyl)amino)propan-1-ol